tert-butyl (R,E)-2-(2-(N-((1,2,3,5,6,7-hexahydro-s-indacen-4-yl)carbamoyl)sulfamoyl)-vinyl)pyrrolidine-1-carboxylate C1CCC2=C(C=3CCCC3C=C12)NC(=O)NS(=O)(=O)/C=C/[C@@H]1N(CCC1)C(=O)OC(C)(C)C